N-((S)-1-((1r,4S)-4-methylcyclohexyl)-2-oxo-2-((4-(((3S,5S)-2-oxo-5-(trifluoromethyl)pyrrolidin-3-yl)methyl)pyridin-2-yl)amino)ethyl)-1H-pyrazole-5-carboxamide CC1CCC(CC1)[C@@H](C(NC1=NC=CC(=C1)C[C@@H]1C(N[C@@H](C1)C(F)(F)F)=O)=O)NC(=O)C1=CC=NN1